benzyl (S)-2-((methylamino)methyl)morpholine-4-carboxylate CNC[C@H]1CN(CCO1)C(=O)OCC1=CC=CC=C1